(R)-(3-(6-chloro-4-oxochromane-2-carboxamido)bicyclo[1.1.1]pent-1-yl)carbamic acid tert-butyl ester C(C)(C)(C)OC(NC12CC(C1)(C2)NC(=O)[C@@H]2OC1=CC=C(C=C1C(C2)=O)Cl)=O